ClC1=CC=C(C=C1)C=1C2=C(C(N(N1)C1=CC=C(C(=O)O)C=C1)=O)N=C(S2)C 4-[7-(4-chlorophenyl)-2-methyl-4-oxo-thiazolo[4,5-d]pyridazin-5-yl]benzoic acid